N-(2-(3,3-difluoropyrrolidin-1-yl)-4-(1H-pyrazol-5-yl)pyridin-3-yl)-6-(dimethylamino)nicotinamide formate salt C(=O)O.FC1(CN(CC1)C1=NC=CC(=C1NC(C1=CN=C(C=C1)N(C)C)=O)C1=CC=NN1)F